7-(difluoro-methyl)-N-(7-fluoro-1H-indol-4-yl)quinolin-4-amine FC(C1=CC=C2C(=CC=NC2=C1)NC1=C2C=CNC2=C(C=C1)F)F